1-(2-((6-(4-fluorophenyl)-4-((1-(2-(trifluoromethyl)pyrimidin-5-yl)ethyl)amino)quinazolin-8-yl)oxy)acetamido)cyclopropane-1-carboxylate FC1=CC=C(C=C1)C=1C=C2C(=NC=NC2=C(C1)OCC(=O)NC1(CC1)C(=O)[O-])NC(C)C=1C=NC(=NC1)C(F)(F)F